methyl N-[1-(2-{6-[(3R)-3-aminopiperidine-1-carbonyl]-3-methylpyrazolo[1,5-a]pyridin-2-yl}-1-(cyclopropylmethyl)-1H-indol-6-yl) piperidin-4-yl]-N-methylcarbamate N[C@H]1CN(CCC1)C(=O)C=1C=CC=2N(C1)N=C(C2C)C=2N(C1=CC(=CC=C1C2)N2CCC(CC2)N(C(OC)=O)C)CC2CC2